4-(difluoromethyl)pyridin-2(1H)-one FC(C1=CC(NC=C1)=O)F